NC=1C=C(NC1)C(C(=O)N)=O 2-(4-Amino-1H-pyrrol-2-yl)-2-oxoacetamide